FC1=CC=C(C=C1)C1=NN(C=C1C=1N=CC2=C(N1)OC(=C2)C2=CC=CC=C2)CCCF [3-(4-fluorophenyl)-1-(3-fluoropropyl)-1H-pyrazol-4-yl]-6-phenylfuro[2,3-d]pyrimidine